(R)-1-Acetylpyrrolidin-3-yl (8-amino-7-fluoro-6-(8-methyl-2,3-dihydro-1H-pyrido[2,3-b][1,4]oxazin-7-yl)isoquinolin-3-yl)carbamate NC=1C(=C(C=C2C=C(N=CC12)NC(O[C@H]1CN(CC1)C(C)=O)=O)C1=C(C2=C(OCCN2)N=C1)C)F